FC(N1N=CC2=CC(=CC=C12)C#CC1=C2C=C(N=CC2=C(N=C1)NC)C1(CC1)C(=O)N)F (5-((1-(difluoromethyl)-1H-indazol-5-yl)ethynyl)-8-(methylamino)-2,7-naphthyridin-3-yl)cyclopropanecarboxamide